ClC1=CC(=C(C=C1Cl)C1CC(N(C1)C(=O)OC(C)(C)C)C(=O)OC)OC 1-tert-butyl 2-methyl 4-(4,5-dichloro-2-methoxyphenyl)pyrrolidine-1,2-dicarboxylate